tert-butyl 3-[(tert-butyldimethylsilyl)oxy]-6-[(1R,2R,6S,8R)-6,9,9-trimethyl-3,5-dioxa-4-boratricyclo[6.1.1.02,6]decan-4-yl]hexanoate [Si](C)(C)(C(C)(C)C)OC(CC(=O)OC(C)(C)C)CCCB1O[C@@H]2[C@H]3C([C@@H](C[C@@]2(O1)C)C3)(C)C